C(C)OS(=O)(=O)[O-].[NH2+]1C=CC=C1 azolium ethylsulphate